4'-bromomethylbiphenyl-2-carboxylic acid methyl ester COC(=O)C=1C(=CC=CC1)C1=CC=C(C=C1)CBr